Methyl-5-Oxopentanoate COC(CCCC=O)=O